C(#C)C1=CC=C(C=C1)CC(=O)NC[C@H]([C@@H](O)[C@H]1[C@@H]([C@H](C[C@@](O1)(C(=O)O)OCC1=CC=C(C=C1)O)O)NC(CO)=O)O (2R,4S,5R,6R)-6-((1R,2R)-3-(2-(4-ethynylphenyl)acetamido)-1,2-dihydroxypropyl)-4-hydroxy-5-(2-hydroxyacetamido)-2-((4-hydroxybenzyl)oxy)tetrahydro-2H-pyran-2-carboxylic acid